tert-butyl (S)-3-((5-fluoropyridin-2-yl)oxy)pyrrolidine-1-carboxylate FC=1C=CC(=NC1)O[C@@H]1CN(CC1)C(=O)OC(C)(C)C